C(C)(C)(C)[Si](C)(C)OC=1C(=C2CCC(OC2=C(C1C)C)(C)CCC=C(F)F)C tert-butyl-((2-(4,4-difluorobut-3-en-1-yl)-2,5,7,8-tetramethylchroman-6-yl)oxy)dimethylsilane